chloro-e-caprolactone ClC1C(=O)OCCCC1